C1(CC1)C(C(C(=O)NC1=CC=C(C=C1)C=1C(=NN(C1C)COCC[Si](C)(C)C)C)NC(=O)C=1N(N=CC1)C)C1=CC=CC=C1 N-[1-[cyclopropyl-(phenyl)methyl]-2-[4-[3,5-dimethyl-1-(2-trimethylsilylethoxymethyl)pyrazol-4-yl]anilino]-2-oxo-ethyl]-2-methyl-pyrazole-3-carboxamide